3-(6-Chloropyridin-3-yl)-5-(trifluoromethyl)pyrazolo[1,5-a]pyridin-2-amine ClC1=CC=C(C=N1)C=1C(=NN2C1C=C(C=C2)C(F)(F)F)N